C(C)(C)(C)OC(=O)NCC[C@@H](C(=O)O)NC(=O)OCC1C2=CC=CC=C2C=2C=CC=CC12 (2S)-4-(tert-butoxycarbonylamino)-2-(9H-fluoren-9-ylmethoxycarbonylamino)butanoic acid